1-(cyclopropylamino)-2-hydroxypropan C1(CC1)NCC(C)O